6-methoxy-4-(1-methyl-3-phenyl-1H-pyrazol-4-yl)quinazolin-7-ol COC=1C=C2C(=NC=NC2=CC1O)C=1C(=NN(C1)C)C1=CC=CC=C1